C(C)(C)(C)OC(=O)[C@@H]1CC[C@H](CC1)NC1=NC=C(C(=N1)C=1C=C(C(=O)O)C=CC1)F trans-3-[2-[(4-tert-butoxycarbonylcyclohexyl)amino]-5-fluoro-pyrimidin-4-yl]benzoic acid